(E)-N-(4-((3-chloro-4-fluorophenyl)amino)-7-methoxyquinazolin-6-yl)-4-(4-(6-((2-(2,6-dioxopiperidin-3-yl)-1,3-dioxoisoindolin-4-yl)amino)hexanoyl)piperazin-1-yl)but-2-enamide ClC=1C=C(C=CC1F)NC1=NC=NC2=CC(=C(C=C12)NC(\C=C\CN1CCN(CC1)C(CCCCCNC1=C2C(N(C(C2=CC=C1)=O)C1C(NC(CC1)=O)=O)=O)=O)=O)OC